N[C@H](C(N[C@H](C(N[C@H](C(=O)OCC1=CC=CC=C1)C)=O)C(C)C)=O)CCC(N[C@H](C(N[C@H](C(=O)OCC1=CC=CC=C1)C)=O)C(C)C)=O Dibenzyl (2S,5S,8S,13S,16S)-8-amino-2,16-dimethyl-4,7,11,14-tetraoxo-5,13-di(propan-2-yl)-3,6,12,15-tetraazaheptadecane-1,17-dioate